(4-Formyl-1-(5-(7-(1-methyl-1H-pyrazol-4-yl)-1,6-naphthyridin-5-yl)pyridin-2-yl)piperidin-4-yl)carbamic acid tert-butyl ester C(C)(C)(C)OC(NC1(CCN(CC1)C1=NC=C(C=C1)C1=C2C=CC=NC2=CC(=N1)C=1C=NN(C1)C)C=O)=O